CC1=CC=NC2=C(C=CC=C12)O.CC1=CC=NC2=C(C=CC=C12)O.CC1=CC=NC2=C(C=CC=C12)O.[Al] aluminum tris(4-methyl-8-hydroxyquinoline)